6-[3-(trifluoromethyl)phenyl]-3H-imidazo[4,5-b]Pyridine FC(C=1C=C(C=CC1)C=1C=C2C(=NC1)NC=N2)(F)F